(S)-2-amino-3-(2-fluoro-3-methylphenyl)propanoic acid N[C@H](C(=O)O)CC1=C(C(=CC=C1)C)F